3,4-diamino-2-methoxypyridine NC=1C(=NC=CC1N)OC